CC1=C(C=C(C=C1)NC(=O)N1C[C@@H](CC1)CC(F)(F)F)C1=CC(=NC(=C1)NC1CCOCC1)N1CCOCC1 (3S)-N-[4-methyl-3-[2-(morpholin-4-yl)-6-(oxa-cyclohexan-4-ylamino)pyridin-4-yl]phenyl]-3-(2,2,2-trifluoroethyl)pyrrolidine-1-carboxamide